4-[(4-{[3-(dimethylamino)propyl]amino}quinazolin-2-yl)methyl]piperazin-1-ium CN(CCCNC1=NC(=NC2=CC=CC=C12)CN1CC[NH2+]CC1)C